Cl.Cl.C1CCC12NCCNC2 5,8-diazaspiro[3.5]nonane dihydrochloride